3-chloro-5-fluoropyridin ClC=1C=NC=C(C1)F